3-bromo-N-(cyclobutylmethyl)benzamide BrC=1C=C(C(=O)NCC2CCC2)C=CC1